ClC1=CC=C(C=2C1=NON2)S(=O)(=O)N2CCC1(CC(CO1)NC[C@@H](COC=1C=C(C=CC1)S(=O)(=O)NCC)O)CC2 3-((2S)-3-(8-(7-chlorobenzo[c][1,2,5]oxadiazol-4-ylsulfonyl)-1-oxa-8-azaspiro[4.5]decan-3-ylamino)-2-hydroxypropoxy)-N-ethylbenzenesulfonamide